ClC=1C=C(C=CC1Cl)C=1N=C(SC1SC(C)C)N1N=C(C(=C1C(=O)O)C1=CC(=NC(=C1)C)OC)C 1-(4-(3,4-dichlorophenyl)-5-(isopropylthio)thiazol-2-yl)-4-(2-methoxy-6-methylpyridin-4-yl)-3-methyl-1H-pyrazole-5-carboxylic acid